3-chloro-4-R-sulfonyl-5-trifluoromethyl-aniline Cl[C@@H]1C=C(N)C=C(C1=S(=O)=O)C(F)(F)F